4-((2R,3S,4R,5S)-3-(3,4-difluoro-2-methoxyphenyl)-4,5-dimethyl-5-(trifluoromethyl)tetrahydrofuran-2-carboxamido)picolinamide FC=1C(=C(C=CC1F)[C@H]1[C@@H](O[C@@]([C@@H]1C)(C(F)(F)F)C)C(=O)NC1=CC(=NC=C1)C(=O)N)OC